2-(3-ethyl-5-oxomorpholino)-6-(2-(hydroxymethyl)-1H-pyrrolo[3,2-b]pyridin-5-yl)pyridin C(C)C1COCC(N1C1=NC(=CC=C1)C1=CC=C2C(=N1)C=C(N2)CO)=O